amyl 2-methylbutanoate CC(C(=O)OCCCCC)CC